N-(6-((2,5-dichloropyrimidin-4-yl)amino)benzo[d][1,3]dioxol-5-yl)-N-methylmethanesulfonamide ClC1=NC=C(C(=N1)NC=1C(=CC2=C(OCO2)C1)N(S(=O)(=O)C)C)Cl